C[Si](CCOCN1C=NC=2C=NC=CC21)(C)C 1-((2-(trimethylsilyl)ethoxy)methyl)-1H-imidazo[4,5-c]pyridine